6-(2-ethoxy-5-fluoro-phenyl)-1-[(3-fluorophenyl)methyl]-3H-imidazo[4,5-b]pyridin-2-one C(C)OC1=C(C=C(C=C1)F)C=1C=C2C(=NC1)NC(N2CC2=CC(=CC=C2)F)=O